C(C)(CC)OC1=CC=C(C=C1)SC=1C=C2C(=CNC2=CC1)C1CCN(CC1)C(C)CC 5-(4-sec-butoxyphenyl)thio-3-(1-(sec-butyl)piperidin-4-yl)-1H-indole